2-(5-methyl-2,3,7,8-tetraphenylbenzo[de]chromen-9-yl)-4,5,6,7-tetrahydro-1H-1,3-diazepine CC=1C=C2C3=C(C(=C(OC3=C(C(=C2C2=CC=CC=C2)C2=CC=CC=C2)C=2NCCCCN2)C2=CC=CC=C2)C2=CC=CC=C2)C1